(E)-3-(4-(((2-(1H-indol-3-yl)ethyl)(2-(2-((2-(2,6-dioxopiperidin-3-yl)-1,3-dioxoisoindolin-4-yl)amino)ethoxy)ethyl)amino)methyl)phenyl)-N-hydroxyacrylamide N1C=C(C2=CC=CC=C12)CCN(CCOCCNC1=C2C(N(C(C2=CC=C1)=O)C1C(NC(CC1)=O)=O)=O)CC1=CC=C(C=C1)/C=C/C(=O)NO